C(=O)(O)C1=C(C=C(C=C1)C1=CC(=C(C=C1)F)F)NC(=O)C1=C(C=C(C(=C1)O)C(=O)O)C(=O)O 4-({4-carboxy-3',4'-difluoro-[1,1'-biphenyl]-3-yl}carbamoyl)-6-hydroxybenzene-1,3-dicarboxylic acid